3-(1-ethyl-1H-indol-3-yl)-4-oxo-1-(pyrimidin-5-ylmethyl)-4H-pyrido[1,2-a]pyrimidinium C(C)N1C=C(C2=CC=CC=C12)C1=C[N+](=C2N(C1=O)C=CC=C2)CC=2C=NC=NC2